4-(7-methylbenzo[d]thiazol-2-yl)-6,7-dihydro-1H-imidazo[4,5-c]pyridin CC1=CC=CC=2N=C(SC21)C2=NCCC1=C2N=CN1